C1=CC(=CC=C1/C=C\\C2=CC(=CC(=C2)O[C@H]3[C@@H]([C@H]([C@@H]([C@H](O3)CO)O)O)O)O)O The molecule is a stilbenoid that is cis-resveratrol substituted at position 3 by a beta-D-glucosyl residue. It has a role as a metabolite. It is a polyphenol, a stilbenoid, a beta-D-glucoside and a monosaccharide derivative. It derives from a cis-resveratrol.